(4-(1H-pyrazol-3-yl)piperidin-1-yl)(6-(benzo[d]-thiazol-2-ylmethoxy)-4-(piperidine-1-carbonyl)-quinolin-2-yl)methanone N1N=C(C=C1)C1CCN(CC1)C(=O)C1=NC2=CC=C(C=C2C(=C1)C(=O)N1CCCCC1)OCC=1SC2=C(N1)C=CC=C2